C(C)(C)OC(=O)NC1CC(CC1)C=1N=CC(=NC1)NC([O-])=O N-[5-[3-(isopropoxycarbonylamino)cyclopentyl]pyrazin-2-yl]carbamate